C(#N)NC(=NCCS)NC N-cyano-N'-methyl-N''-mercaptoethylguanidine